[Cu].[Si].[Cr].[Nb].[B] boron-niobium-chromium-silicon copper